tri-octanediol diborate B(O)(O)OB(O)O.C(CCCCCCC)(O)O.C(CCCCCCC)(O)O.C(CCCCCCC)(O)O